COC(=O)[C@H]1CC2=C(NC3=CC=CC=C23)[C@H](N1C(CCl)=O)C1=CC2=C(OCO2)C=C1 (1r,3r)-1-(1,3-benzodioxol-5-yl)-2-(chloroacetyl)-2,3,4,9-tetrahydro-1H-pyrido[3,4-B]indole-3-carboxylic acid methyl ester